Aminosulfonat NS(=O)(=O)[O-]